3-(phenylamino)-1-(2-naphthyl)-2-propen-1-one C1(=CC=CC=C1)NC=CC(=O)C1=CC2=CC=CC=C2C=C1